1-Allyl-4-chloro-1H-spiro[2,1-benzothiazole-3,1'-cyclopentan]-2,2-dioxid C(C=C)N1S(C2(CCCC2)C2=C1C=CC=C2Cl)(=O)=O